rac-6-(2,2-dimethyl-1,3-dioxolan-4-yl)pyridin-3-amine CC1(OC[C@H](O1)C1=CC=C(C=N1)N)C |r|